Cl.NOCC(=O)N1CCN(CC1)C1=NC=C(C=N1)C#N 2-(4-(2-(aminooxy)acetyl)piperazin-1-yl)pyrimidine-5-carbonitrile Hydrochloride